3-(4-hydroxyphenyl)-4-(4-methoxy-3-methyl-phenyl)chroman-7-ol OC1=CC=C(C=C1)C1COC2=CC(=CC=C2C1C1=CC(=C(C=C1)OC)C)O